Br.BrC=1C=C2C(C(N(C2=C(C1)Br)CC1=CC=C(CSC(N)=N)C=C1)=O)=O 2-[4-(5,7-Dibromo-2,3-dioxo-2,3-dihydroindol-1-ylmethyl)benzyl]isothiourea hydrobromide